N-[[5-bromo-4-[4-[1-[3,5-dichloro-4-(3-chloropropoxy)phenyl]-1-methyl-ethyl]phenyl]oxazol-2-yl]methyl]methanesulfonamide BrC1=C(N=C(O1)CNS(=O)(=O)C)C1=CC=C(C=C1)C(C)(C)C1=CC(=C(C(=C1)Cl)OCCCCl)Cl